CN(C)CC1=CC=C(C=C1)S(=O)(=O)NC(CC1=C(C=C(C=C1C(C)C)C1=CC2=CC=C(C=C2C=C1)OC)C(C)C)=O N-{4-[(dimethylamino)methyl]benzene-sulfonyl}-2-[4-(6-methoxynaphthalen-2-yl)-2,6-bis(propan-2-yl)phenyl]acetamide